N-[7-(5-chloro-1,3-benzoxazol-2-yl)-7-azaspiro[3.5]nonan-2-yl]-5-(trifluoromethyl)furan-2-carboxamide ClC=1C=CC2=C(N=C(O2)N2CCC3(CC(C3)NC(=O)C=3OC(=CC3)C(F)(F)F)CC2)C1